4-(pyrazolo[1,5-a]pyridin-2-yl)-4,5,6,7-tetrahydro-1H-imidazo[5,4-c]pyridine N1=C(C=C2N1C=CC=C2)C2NCCC1=C2N=CN1